C1(=CC=CC=C1)C(C(=O)OC(C(=CC1=CC=CC=C1)C1=CC=CC=C1)=O)=CC1=CC=CC=C1 2,3-diphenylacrylic anhydride